(4-Ethynylphenyl)(6-(methyl(7H-pyrrolo[2,3-d]pyrimidin-4-yl)amino)-2-azaspiro[3.3]heptan-2-yl)methanon C(#C)C1=CC=C(C=C1)C(=O)N1CC2(C1)CC(C2)N(C=2C1=C(N=CN2)NC=C1)C